[(biphenyl-yl)phenyltriazinyl](phenyldibenzothiophenyl)benzene C1(=C(C=CC=C1)C1=C(C(=NN=N1)C1=C(C=CC=C1)C1=C(C=CC=2SC3=C(C21)C=CC=C3)C3=CC=CC=C3)C3=CC=CC=C3)C3=CC=CC=C3